BrC1=C2C=CC=CC2=C(C2=CC=CC=C12)C#CC(C)(O)C 4-(10-bromoanthracene-9-yl)-2-methylbut-3-yn-2-ol